NCC1=CC=C(CO)C=C1 4-(aminomethyl)benzyl alcohol